N-(2-((R)-3-Aminopiperidin-1-yl)-1-methyl-1H-benzo[d]imidazol-5-yl)-N-(tetrahydrofuran-3-yl)acrylamide N[C@H]1CN(CCC1)C1=NC2=C(N1C)C=CC(=C2)N(C(C=C)=O)C2COCC2